C(#N)[C@H](C[C@H]1C(NCC1)=O)NC([C@@H](CC1CCCCC1)C1=C(OC2=C1C=CC=C2)C(=O)N)=O ((S)-1-(((S)-1-cyano-2-((S)-2-oxopyrrolidin-3-yl)ethyl)amino)-3-cyclohexyl-1-oxopropan-2-yl)benzofuran-2-carboxamide